((6-((4-tert-Butyldiphenylsilyloxybutyl)(methyl)amino)undecane-1,11-diyl)bis-(sulfanediyl))bis(octane-1,2-diyl)-bis(adamantane-1-carboxylate) [Si](C1=CC=CC=C1)(C1=CC=CC=C1)(C(C)(C)C)OCCCCN(C(CCCCCSCC(CCCCCC)C1C2(CC3CC(CC1C3)C2)C(=O)[O-])CCCCCSCC(CCCCCC)C2C3(CC1CC(CC2C1)C3)C(=O)[O-])C